(3-(1H-pyrrolo[2,3-C]pyridin-4-yl)imidazo[1,2-a]pyridin-6-yl)(methyl)carbamic acid tert-butyl ester C(C)(C)(C)OC(N(C)C=1C=CC=2N(C1)C(=CN2)C2=C1C(=CN=C2)NC=C1)=O